4-((4-(dimethylamino)benzyl)amino)-2-((1-methyl-1H-pyrazol-4-yl)amino)pyrimidin-5-carboxamide CN(C1=CC=C(CNC2=NC(=NC=C2C(=O)N)NC=2C=NN(C2)C)C=C1)C